rac-N-(6-amino-5-methyl-3-pyridyl)-2-oxo-2-[rac-(2R,5S)-2-(1,3-benzothiazol-5-yl)-4-isobutyl-5-methyl-1-piperidyl]acetamide NC1=C(C=C(C=N1)NC(C(N1[C@H](C[C@H]([C@@H](C1)C)CC(C)C)C=1C=CC2=C(N=CS2)C1)=O)=O)C |r|